5-(octa-1,7-diynyl)-2'-deoxyuridine C(#CCCCCC#C)C=1C(NC(N([C@H]2C[C@H](O)[C@@H](CO)O2)C1)=O)=O